tert-butyl 7-[2-({6-[2-(dimethylamino) acetamido] pyridin-3-yl} amino)-5H,6H,7H,8H-pyrido[3,4-d]pyrimidin-7-yl]-8-methyl-1H,2H,3H-pyrido[2,3-b][1,4]oxazine-1-carboxylate CN(CC(=O)NC1=CC=C(C=N1)NC=1N=CC2=C(N1)CN(CC2)C2=C(C1=C(OCCN1C(=O)OC(C)(C)C)N=C2)C)C